C(#N)C1=CC=C(C=C1)C#CC=1C=C(OC=2N=NNC2C(=O)O)C=C(C1)F 4-(3-((4-cyanophenyl)ethynyl)-5-fluorophenoxy)-1H-1,2,3-triazole-5-carboxylic acid